C1(CCC1)NC1=NC=C(C(=C1)C(=O)O)OC 2-(Cyclobutylamino)-5-methoxy-pyridine-4-carboxylic acid